2,2'-Oxydianiline O(C1=C(N)C=CC=C1)C1=C(N)C=CC=C1